7,8-diamino-6-fluoro-2-(4-(methylsulfonyl)phenyl)-4H-chromen-4-one NC1=C(C=C2C(C=C(OC2=C1N)C1=CC=C(C=C1)S(=O)(=O)C)=O)F